1,1'-Bis(diphenyl-phosphino)ferrocene C1(=CC=CC=C1)P([C-]1C=CC=C1)C1=CC=CC=C1.[C-]1(C=CC=C1)P(C1=CC=CC=C1)C1=CC=CC=C1.[Fe+2]